2,2-Dimethyl-3-(4-(5-methyl-2-((1-(tetrahydro-2H-pyran-4-yl)-1H-pyrazol-4-yl)amino)pyrimidin-4-yl)phenoxy)butanenitrile CC(C#N)(C(C)OC1=CC=C(C=C1)C1=NC(=NC=C1C)NC=1C=NN(C1)C1CCOCC1)C